N12CCCC2CCC1 1-aza-bicyclo-[3.3.0]-octane